C(C)[C@H]1[C@H](NC([C@H]1F)=O)COC1=NC=CC2=CC(=C(C=C12)OC)C(=O)N 1-[[(2S,3S,4S)-3-ethyl-4-fluoro-5-oxo-2-pyrrolidinyl]methoxy]-7-methoxy-6-isoquinolinamide